normal butyl adipate C(CCCCC(=O)[O-])(=O)OCCCC